(R)-N-(1-(3-(cyclopropanesulfonylamino)phenyl)-3-(dimethylamino)propyl)-5-(6-ethoxypyrazin-2-yl)thiazole-2-carboxamide C1(CC1)S(=O)(=O)NC=1C=C(C=CC1)[C@@H](CCN(C)C)NC(=O)C=1SC(=CN1)C1=NC(=CN=C1)OCC